N=1N(N=CC1)C[C@H]1N(C[C@@H](C1)N=[N+]=[N-])C(=O)OC(C)(C)C tert-butyl (2S,4R)-2-((2H-1,2,3-triazol-2-yl)methyl)-4-azidopyrrolidine-1-carboxylate